FC=1C=C(C=CC1OCCC)C1=CC(=CN=N1)C(=O)NCC=1C(=NC=CC1)N1CCOCC1 6-(3-fluoro-4-propoxy-phenyl)-N-[(2-morpholino-3-pyridyl)methyl]pyridazine-4-carboxamide